4-(tert-Butoxy)-3-oxobutanoic acid ethyl ester C(C)OC(CC(COC(C)(C)C)=O)=O